[Na].C(C)OC(/C(=C/O)/F)=O (Z)-3-ethoxy-2-fluoro-3-oxoprop-1-en-1-ol sodium